2,2,2-trifluoro-1-[(4R)-4-methyl-7-nitro-1,2,3,4-tetrahydroisoquinolin-2-yl]ethan-1-one FC(C(=O)N1CC2=CC(=CC=C2[C@H](C1)C)[N+](=O)[O-])(F)F